C(C)(C)(C)C1=NCC=C(C1)C1=NC(=CC2=C1C=CN2C)Cl tert-Butyl-4-(6-chloro-1-methyl-1H-Pyrrolo[3,2-c]pyridin-4-yl)-3,6-dihydropyridine